ClC1=C(C=CC(=C1)F)CC(=O)NC1=CC(=NC=C1)N(C(C)=O)C1=C(C=CC=C1)F N-{4-[2-(2-chloro-4-fluorophenyl)acetamido]pyridin-2-yl}-N-(2-fluorophenyl)acetamide